C(C(C)(C)C)(=O)OCCC1(CCC(CC1)CO)O 2-((1r,4r)-1-hydroxy-4-(hydroxymethyl)cyclohexyl)ethyl pivalate